COC1=CC=C(C=C1)C=1C=CC=2NC=3C=CC=CC3C2N1 (4-methoxyphenyl)-5H-pyrido[3,2-b]indole